C1(C=CC2=CC=CC=C12)S(=O)(=O)[O-] 1H-indene-1-sulfonate